C(C)OC1=CC(=NC=C1C#N)N1N=CC(=C1)CN1C[C@H](NCC1)C=1C(=C2COC(C2=CC1)=O)C (R)-4-ethoxy-6-(4-((3-(4-methyl-1-oxo-1,3-dihydroisobenzofuran-5-yl)piperazin-1-yl)methyl)-1H-pyrazol-1-yl)nicotinonitrile